(3r,4s)-1-(4-aminopyrimidin-2-yl)-3-methylpiperidin-4-ol NC1=NC(=NC=C1)N1C[C@H]([C@H](CC1)O)C